phenyl-2'-deoxyinosine C1[C@@H]([C@H](O[C@@]1(C2=CC=CC=C2)N3C=NC4=C3N=CNC4=O)CO)O